FC1([C@H]([C@@H]1C(=O)OC)C(=O)O)F trans-2,2-difluoro-3-(methoxycarbonyl)cyclopropanecarboxylic acid